C1(CC1)[C@@H](C(F)(F)F)NC=1N=C2N(C(C1C)=O)C=C(C=C2[C@@H](C)NC2=C(C(=O)O)C=CC=C2)C 2-(((R)-1-(2-(((S)-1-cyclopropyl-2,2,2-trifluoroethyl)amino)-3,7-dimethyl-4-oxo-4H-pyrido[1,2-a]pyrimidin-9-yl)ethyl)amino)benzoic acid